N-[3-(2-acetamidoquinazolin-7-yl)phenyl]prop-2-enamide C(C)(=O)NC1=NC2=CC(=CC=C2C=N1)C=1C=C(C=CC1)NC(C=C)=O